(3-(5-fluoropyridin-2-yl)-2-methoxyphenyl)carbamic acid tert-butyl ester C(C)(C)(C)OC(NC1=C(C(=CC=C1)C1=NC=C(C=C1)F)OC)=O